5-chloro-6-[4-(3,3,3-trifluoropropyl)piperazin-1-yl]pyridin-3-amine ClC=1C=C(C=NC1N1CCN(CC1)CCC(F)(F)F)N